BrC=1C=C(C=CC1F)C1CN2[C@H](CO1)CN(CC2)C(=O)C2=C(C(=CC=C2)OC)Cl [(9aS)-3-(3-bromo-4-fluoro-phenyl)-3,4,6,7,9,9a-hexahydro-1H-pyrazino[2,1-c][1,4]oxazin-8-yl]-(2-chloro-3-methoxy-phenyl)methanone